(3Z)-15,15-dipropoxy-3-pentadecen-1-ol C(CC)OC(CCCCCCCCCC\C=C/CCO)OCCC